FC(OC=1C=CC(=NC1)C=1N=C(NC(C1)=O)C=1C=C(CC(C(=O)N)(C)C)C=CC1C(F)(F)F)F (3-{4-[5-(difluoromethoxy)pyridin-2-yl]-6-oxo-1,6-dihydropyrimidin-2-yl}-4-(trifluoromethyl)benzyl)isobutyramide